C(C)(C)(C)OC(=O)N[C@@H](C(=O)N[C@H](C(=O)OC)C)CC=1N=CNC1 Methyl (2S)-2-[[(2R)-2-(tert-butoxycarbonylamino)-3-(1H-imidazol-4-yl) propanoyl] amino]propanoate